2-(2-cyclobutyl-3-fluorophenyl)-4,4,5,5-tetramethyl-1,3,2-dioxaborolane C1(CCC1)C1=C(C=CC=C1F)B1OC(C(O1)(C)C)(C)C